5-amino-6-methylnicotinic acid NC=1C(=NC=C(C(=O)O)C1)C